FC(C1=CC=C(C=CC=2OC=C(N2)COC2=C(C=CC=C2)CCCCN2N=NC(=C2)CCCC=O)C=C1)(F)F 4-(4-((2-(4-(trifluoromethyl)styryl)oxazol-4-yl-methoxy)phenyl)butyl-1H-1,2,3-triazol-4-yl)butan-1-al